(S)-2-(2-fluoro-3-(trifluoromethyl)phenyl)-N-(5-fluoro-6-(4-(3-hydroxy-1,1-dioxidotetrahydrothiophen-3-yl)-1H-imidazol-1-yl)pyridin-3-yl)acetamide FC1=C(C=CC=C1C(F)(F)F)CC(=O)NC=1C=NC(=C(C1)F)N1C=NC(=C1)[C@@]1(CS(CC1)(=O)=O)O